bis(cyclohexyl)-methane C1(CCCCC1)CC1CCCCC1